(R)-2-fluoro-N-(6-fluoro-8-methylisoquinolin-1-yl)-4-(1-methyl-1H-1,2,3-triazol-4-yl)-N-(piperidin-3-yl)benzamide FC1=C(C(=O)N([C@H]2CNCCC2)C2=NC=CC3=CC(=CC(=C23)C)F)C=CC(=C1)C=1N=NN(C1)C